FC=1C=C(C=C(C1O)F)[C@@H](CN1C[C@@H]2[C@](C1)([C@H]([C@H](C2)OC2=CC=CC=C2)O)O)O (3aS,4S,5S,6aR)-2-((S)-2-(3,5-difluoro-4-hydroxyphenyl)-2-hydroxyethyl)-5-phenoxyhexahydrocyclopenta[c]pyrrole-3a,4(1H)-diol